2,2-dimethyl-2,3-dihydro-1H-indene-5-carbaldehyde CC1(CC2=CC=C(C=C2C1)C=O)C